2-[4-(4-Aminopiperidin-1-yl)-3-(3-chloro-5-methylphenyl)cinnolin-6-yl]-6-fluoro-3-methylphenol NC1CCN(CC1)C1=C(N=NC2=CC=C(C=C12)C1=C(C(=CC=C1C)F)O)C1=CC(=CC(=C1)C)Cl